NC1=NC=CC(=N1)C=1C2=C(C(=NC1)NCC=1C=C(C(=O)NC3CN(C3)C3COC3)C=CC1)CCO2 3-(((7-(2-aminopyrimidin-4-yl)-2,3-dihydrofuro[3,2-c]pyridin-4-yl)amino)methyl)-N-(1-(oxetan-3-yl)azetidin-3-yl)benzamide